1-(tert-Butyl) 2-methyl 5-(2-(pyrrolidin-1-yl)ethoxy)-1H-indole-1,2-dicarboxylate N1(CCCC1)CCOC=1C=C2C=C(N(C2=CC1)C(=O)OC(C)(C)C)C(=O)OC